C(#N)C1=CC(=NN1)CN(C(=O)NC1=CC(=C(C=C1)F)C#N)C=1C=NC(=NC1)OC ((5-cyano-1H-pyrazol-3-yl)methyl)-3-(3-cyano-4-fluorophenyl)-1-(2-methoxypyrimidin-5-yl)urea